(RS)-4-(2,3,4-trifluoro-phenyl)-4,5-dihydro-oxazol-2-yl-amine FC1=C(C=CC(=C1F)F)[C@H]1N=C(OC1)N |r|